1H-pyrrolo[2,3-b]pyridine-4-carbonitrile N1C=CC2=C1N=CC=C2C#N